6-Chloro-3-[[(1R)-1-[2-(2,6-difluorophenyl)-3,6-dimethyl-4-oxo-benzopyran-8-yl]ethyl]amino]pyridine-2-carbonitrile ClC1=CC=C(C(=N1)C#N)N[C@H](C)C1=CC(=CC=2C(C(=C(OC21)C2=C(C=CC=C2F)F)C)=O)C